C(C)(=O)OCCCCCCC(C)(C)C trimethylheptyl acetate